1-(6-bromo-2-ethylpyridin-3-yl)-5-hydroxypentan-1-one BrC1=CC=C(C(=N1)CC)C(CCCCO)=O